COC(=O)C1(CC(=NO1)C1=NN(C(=C1)C(F)(F)F)C1=NC=C(C=C1)NCC1=C(C=CC=C1F)F)C 3-(1-(5-((2,6-difluorobenzyl)amino)pyridin-2-yl)-5-(trifluoromethyl)-1H-pyrazol-3-yl)-5-methyl-4,5-dihydroisoxazole-5-carboxylic acid methyl ester